BrC1=NC=CC(=C1)C(=O)O 2-bromopyridine-4-carboxylic acid